dihydroxy-4,4'-diethoxybenzophenone OC=1C(=C(C(=O)C2=CC=C(C=C2)OCC)C=CC1OCC)O